C(=O)(OC(C)(C)C)[C@H](CC(C1=CC=CC=C1)N)O |o1:7| Boc-(S) or (R)-3-amino-3-phenylpropanol